Cl.N1(N=CC2=CC=CC=C12)C=1C(=NC=CC1)[C@H](CC1=NC=CC=C1)N (S)-1-[3-(1H-indazole-1-yl)pyridine-2-yl]-2-(pyridine-2-yl)ethan-1-amine hydrochloride